C1OCC(N2[C@H]1CNCC2)=O (S)-hexahydropyrazino[2,1-c][1,4]oxazin-4(3H)-one